(2-(bromomethyl)phenyl)-4-(2,6-difluorophenyl)piperidine BrCC1=C(C=CC=C1)N1CCC(CC1)C1=C(C=CC=C1F)F